(3R)-N-(3-[[5-(2-cyclopropylpyrimidin-5-yl)-1H-pyrrolo[2,3-b]pyridin-3-yl]carbonyl]-2,4-difluorophenyl)-3-fluoropyrrolidine-1-sulfonamide C1(CC1)C1=NC=C(C=N1)C=1C=C2C(=NC1)NC=C2C(=O)C=2C(=C(C=CC2F)NS(=O)(=O)N2C[C@@H](CC2)F)F